4,4'-oxybis(benzoic acid) O(C1=CC=C(C(=O)O)C=C1)C1=CC=C(C(=O)O)C=C1